N1=CC=C(C=C1)CC1=CC=C(C=C1)NC(OCC=1C=NSC1)=O isothiazol-4-ylmethyl (4-(pyridin-4-ylmethyl)phenyl)carbamate